C(C)(C)(C)OC(CCC1=CC(=NC(=C1)CN1CCOCCOCCN(CCOCCOCC1)CC1=NC(=CC=C1)C(=O)OC)C(=O)OC)=O Methyl 4-(3-tert-butoxy-3-oxo-propyl)-6-[[16-[(6-methoxycarbonyl-2-pyridyl)methyl]-1,4,10,13-tetraoxa-7,16-diazacyclooctadec-7-yl]methyl]pyridine-2-carboxylate